C(C)(C)(C)OC(=O)N1CC(C1)NC=1SC2=C(N1)C=CC(=C2)OC[C@@H](C(=O)OC(C)(C)C)ON (S)-3-((6-(2-(aminooxy)-3-(tert-butoxy)-3-oxopropoxy)benzo[d]Thiazol-2-yl)amino)azetidine-1-carboxylic acid tert-butyl ester